C1(CC1)C1=NN(C=N1)C1CC2(CN(C2)C(=O)N2CCC(CC2)[C@H](C(=O)N)C2=CC=C(C=C2)F)C1 (2S)-2-[1-[6-(3-cyclopropyl-1,2,4-triazol-1-yl)-2-azaspiro[3.3]heptane-2-carbonyl]-4-piperidinyl]-2-(4-fluorophenyl)acetamide